FC(C(=O)O)(F)F.C[C@H]1CN(CCN1C)C1=C2C(=NC=C1)N(CC2)C(=O)NC=2C=C(C=1N(C2)C=C(N1)C)F (S)-4-(3,4-dimethylpiperazin-1-yl)-N-(8-fluoro-2-methylimidazo[1,2-a]pyridin-6-yl)-2,3-dihydro-1H-pyrrolo[2,3-b]pyridine-1-carboxamide 2,2,2-trifluoroacetate